5-[4-amino-5-(trifluoromethyl)pyrrolo[2,1-f][1,2,4]triazin-7-yl]-N-[(3R,4S)-4-fluoro-1-{6,7,8,9-tetrahydro-5H-benzo[7]annulen-5-yl}pyrrolidin-3-yl]-2-methoxypyridine-3-carboxamide NC1=NC=NN2C1=C(C=C2C=2C=C(C(=NC2)OC)C(=O)N[C@@H]2CN(C[C@@H]2F)C2CCCCC1=C2C=CC=C1)C(F)(F)F